4-nitrophenyl N-[(1-methyl-5-oxopyrrolidin-3-yl)methyl]carbamate CN1CC(CC1=O)CNC(OC1=CC=C(C=C1)[N+](=O)[O-])=O